N-(4'-Amino-6-methoxy-[2,3'-bipyridin]-5-yl)-5-methyl-3-phenylisoxazole-4-carboxamide NC1=C(C=NC=C1)C1=NC(=C(C=C1)NC(=O)C=1C(=NOC1C)C1=CC=CC=C1)OC